tert-butyl-(S)-(1-(6-bromopyridin-3-yl) ethyl) carbamate C(N)(O[C@@H](CC(C)(C)C)C=1C=NC(=CC1)Br)=O